1,4-bis[1-methyl-1-(t-butylperoxy)ethyl]benzene CC(C)(OOC(C)(C)C)C1=CC=C(C=C1)C(C)(C)OOC(C)(C)C